6-(3-isopropyl-5-(1-(3-(methylsulfonyl)propyl)piperidin-4-yl)-1H-indol-2-yl)-8-methyltetrazolo[1,5-a]pyridine C(C)(C)C1=C(NC2=CC=C(C=C12)C1CCN(CC1)CCCS(=O)(=O)C)C=1C=C(C=2N(C1)N=NN2)C